(2-chloro-4-((trifluoromethyl)thio)phenyl)acetamide ClC1=C(C=CC(=C1)SC(F)(F)F)CC(=O)N